F[B-](F)(F)F.COC1=C(C2=CC=CC=C2C=C1)[S+](C)C1=C(C=CC2=CC=CC=C12)OC di-(methoxynaphthyl)-methylsulfonium tetrafluoroborat